C12(CC3CC(CC(C1)C3)C2)C(=O)O tricyclo[3.3.1.13,7]decane-1-carboxylic acid